BrC=1C(=NSC1CN1N=CN=C1C1=C(C=C(C=C1)F)C(C)O)CC 1-(2-(1-((4-bromo-3-ethylisothiazol-5-yl)methyl)-1H-1,2,4-triazol-5-yl)-5-fluorophenyl)ethan-1-ol